FC(C=1N=CC(=NC1)C(=O)NC12CC(C1)(C2)NC(OC(C)(C)C)=O)F tert-butyl (3-{[5-(difluoromethyl)pyrazine-2-carbonyl]amino}bicyclo[1.1.1]pentan-1-yl)carbamate